N1[C@H](CC1)CN1CC(CC1)CNC(=O)C1CCN(CC1)C1=NC(=NO1)C1=CC=C(C=C1)OC N-((1-(((R)-Azetidin-2-yl)methyl)pyrrolidin-3-yl)methyl)-1-(3-(4-Methoxyphenyl)-1,2,4-oxadiazol-5-yl)piperidin-4-carboxamid